tert-butyl (3-((6-((2-amino-2-oxo-1-phenylethyl)thio)-3,5-dicyano-4-cyclopropylpyridin-2-yl)(methyl)amino)propyl)carbamate NC(C(C1=CC=CC=C1)SC1=C(C(=C(C(=N1)N(CCCNC(OC(C)(C)C)=O)C)C#N)C1CC1)C#N)=O